N1=CC=C2N1CCC(C2)N 4H,5H,6H,7H-pyrazolo[1,5-a]-pyridin-5-amine